C(C)(=O)NC1=NN(C=C1)C(=O)N1C[C@H]([C@H](CC1)OC1=CC(=C(C(=O)N)C=C1)C(F)(F)F)F 4-(((3R,4S)-1-(3-Acetamido-1H-pyrazole-1-carbonyl)-3-fluoropiperidin-4-yl)oxy)-2-(trifluoromethyl)benzamide